C(C)(C)(C)OC(=O)N1CC(C1)C1=CC(=CC=C1)C(=O)OC.ClC(C)OC(O)=SCC.N1=C(C=CC=C1)CC[Si](OC)(OC)OC 2-(2-pyridyl)ethyltrimethoxysilane (1-chloroethyl)S-ethyl-carbonothioate tert-butyl-3-(3-(methoxycarbonyl)phenyl)azetidine-1-carboxylate